(E)- or (Z)-1-(2-fluorobenzyl)-4-(hydroxyimino)-3-methyl-9-oxo-4,9-dihydro-1H-naphtho[2,3-d]imidazole-3-ium FC1=C(CN2C=[N+](C3=C2C(C2=CC=CC=C2C3=NO)=O)C)C=CC=C1